Indolacetic acid sodium salt [Na+].N1C(=CC2=CC=CC=C12)CC(=O)[O-]